3-(2-(3,4-difluoro-phenoxy)-5-(tri-fluoromethyl)nicotinamido)pyridine 1-oxide FC=1C=C(OC2=C(C(=O)NC=3C=[N+](C=CC3)[O-])C=C(C=N2)C(F)(F)F)C=CC1F